3-bromo-N,N-bis[(4-methoxyphenyl)methyl]pyridin-2-amine BrC=1C(=NC=CC1)N(CC1=CC=C(C=C1)OC)CC1=CC=C(C=C1)OC